3-(3-methyl-5-(methylcarbamoyl)thiophen-2-yl)propanoate CC1=C(SC(=C1)C(NC)=O)CCC(=O)[O-]